C(C1=CC=CC=C1)OC1=CC(=C(C=C1C)C1=C(C=C(C(=C1)C1CC1)OCC1=CC=CC=C1)F)C1(CCC1)O 1-(4,4'-bis(benzyloxy)-5'-cyclopropyl-2'-fluoro-5-methyl-[1,1'-biphenyl]-2-yl)cyclobutan-1-ol